4-cinnamamidopiperidine-4-carboxylic acid bistrifluoroacetate FC(C(=O)O)(F)F.FC(C(=O)O)(F)F.C(C=CC1=CC=CC=C1)(=O)NC1(CCNCC1)C(=O)O